ClC=1C2=CN(N=C2C=CC1C1=NNC2=NC(=C(N=C21)C)N2[C@H]1[C@H]([C@H](C[C@@H]2CC1)N)F)CC (1R,2S,3S,5S)-8-[3-(4-Chloro-2-ethyl-2H-indazol-5-yl)-5-methyl-1H-pyrazolo[3,4-b]pyrazin-6-yl]-2-fluoro-8-aza-bicyclo[3.2.1]octan-3-amine